NC=1C=NN2C1C(CCC2)=O 3-amino-6,7-dihydropyrazolo[1,5-a]Pyridin-4(5H)-one